(trans)-folic acid C(CC[C@@H](C(=O)O)NC(=O)C1=CC=C(NCC2=CN=C3N=C(N)NC(=O)C3=N2)C=C1)(=O)O